Tert-butyl (R)-(2-oxo-1-(4-(trifluoromethyl)phenyl)cyclohexyl)carbamate O=C1[C@@](CCCC1)(C1=CC=C(C=C1)C(F)(F)F)NC(OC(C)(C)C)=O